5-bromo-3-(dicyanomethylene)inden-1-one BrC=1C=C2C(CC(C2=CC1)=O)=C(C#N)C#N